C1=CC=CC2=C1C1=C(CNO2)C=CC=C1 5,7-dihydrodibenzooxazepine